COC1=C(C=CC=C1)C1CN(C1)[C@H]1[C@@H](CCCC1)OC=1C=C2CN(C(C2=CC1)=O)C1C(NC(CC1)=O)=O 3-(5-(((1R,2R)-2-(3-(2-methoxyphenyl)azetidin-1-yl)cyclohexyl)oxy)-1-oxoisoindolin-2-yl)piperidine-2,6-dione